C[Si](Cl)(Cl)C1C=CC2=CC=CC=C12 methylindenyl-dichlorosilane